FC=1C=C(C=C(C1)C(F)(F)F)NC(=O)C1=CSC=2CN(CCC21)C(=O)C2=CN=C1N2C=CC=C1 N-(3-Fluoro-5-(trifluoromethyl)phenyl)-6-(imidazo[1,2-a]pyridin-3-carbonyl)-4,5,6,7-tetrahydrothieno[2,3-c]pyridin-3-carboxamid